tert-Butyl (5R)-5-amino-3,3-difluoropiperidine-1-carboxylate N[C@@H]1CC(CN(C1)C(=O)OC(C)(C)C)(F)F